ClC1=CC=C(C(=N1)S(=O)(=O)N)O[C@H](C)C=1C=C(C=C2C(C(=C(OC12)C=1C=C2C(=NC1)OCO2)C)=O)C 6-Chloro-3-[(1R)-1-[2-([1,3]dioxolo[4,5-b]pyridin-6-yl)-3,6-dimethyl-4-oxo-chromen-8-yl]ethoxy]pyridine-2-sulfonamide